5-methyl-N2,N4-bis(3-(morpholinesulfonyl)phenyl)pyrimidine-2,4-diamine CC=1C(=NC(=NC1)NC1=CC(=CC=C1)S(=O)(=O)N1CCOCC1)NC1=CC(=CC=C1)S(=O)(=O)N1CCOCC1